2-(3,5-difluoropyridin-2-yl)-2-methylpropanoic acid FC=1C(=NC=C(C1)F)C(C(=O)O)(C)C